2,6-dibromo-1-chlorobenzene BrC1=C(C(=CC=C1)Br)Cl